BrC=1C(=C(C=CC1)C(C)=O)F 1-(3-bromo-2-fluorophenyl)ethanone